[Si].[Rh] rhodium-silicon